methyl (4-azidophenyl)carbamate N(=[N+]=[N-])C1=CC=C(C=C1)NC(OC)=O